D-glucuronic acid, methyl ester O=C[C@H](O)[C@@H](O)[C@H](O)[C@H](O)C(=O)OC